C12(CC(C1)C2)N2N=CC(=C2)NC2=NC1=CC(=C(C=C1C=N2)Cl)C2CCN(CC2)[C@@H]2[C@@H](COC2)O |o1:28,29| (3S,4S) or (3R,4R)-4-[4-(2-{[1-(bicyclo[1.1.1]pentan-1-yl)-1H-pyrazol-4-yl]amino}-6-chloroquinazolin-7-yl)piperidin-1-yl]oxolan-3-ol